tert-butyl 3-[4-[4-hydroxy-7-(2-methoxy-3-pyridyl)thieno[3,2-c]pyridin-6-yl]pyrazol-1-yl]azetidine-1-carboxylate OC1=NC(=C(C2=C1C=CS2)C=2C(=NC=CC2)OC)C=2C=NN(C2)C2CN(C2)C(=O)OC(C)(C)C